FC1=C(C=C(C(=C1)C(=O)OC)C)C1CCN(CC1)C(=O)OC(C)(C)C tert-butyl 4-[2-fluoro-4-(methoxycarbonyl)-5-methylphenyl]piperidine-1-carboxylate